(S)-1-amino-2-(1-(tert-butoxycarbonyl)piperidin-2-yl)-4-(4-((4-bromopyridin-2-yl)carbamoyl)phenyl)-1H-imidazole-5-carboxylic acid NN1C(=NC(=C1C(=O)O)C1=CC=C(C=C1)C(NC1=NC=CC(=C1)Br)=O)[C@H]1N(CCCC1)C(=O)OC(C)(C)C